N1C2=C(C(NSC1)=O)C=CC=C2 1,2-dihydrobenzo[d][1,2,6]thidiazepine-5(4H)-one